C(C)OC(C=C1CC(CCC1)OCCOC)=O 2-(3-(2-methoxyethoxy)cyclohexylidene)acetic acid ethyl ester